14-Hydroxy-docos-16-enoic acid OC(CCCCCCCCCCCCC(=O)O)CC=CCCCCC